tert-butyl (2S,4S)-4-(3-(4-bromo-3-(trifluoromethyl)phenoxy)propyl)-2-methylpiperidine-1-carboxylate BrC1=C(C=C(OCCC[C@@H]2C[C@@H](N(CC2)C(=O)OC(C)(C)C)C)C=C1)C(F)(F)F